Ethyl (S)-3-(4,4'-difluoro-2'-(hex-5-en-1-yl)-5,6'-dimethyl-[1,1'-biphenyl]-3-yl)-3-((R)-2-((methylsulfonyl)oxy)pent-4-enamido)propanoate FC1=C(C=C(C=C1C)C1=C(C=C(C=C1C)F)CCCCC=C)[C@H](CC(=O)OCC)NC([C@@H](CC=C)OS(=O)(=O)C)=O